C[Zr](C1CCC2CC=CC=C12)(C1CCC2CC=CC=C12)C dimethyl-bis(tetrahydro-1-indenyl)zirconium